(Z)-4-Bromo-2-(dimethylamino)-6-fluorobenzaldehyde oxime BrC1=CC(=C(\C=N/O)C(=C1)F)N(C)C